ClC=1C(=NC(=NC1)NC1CCOCC1)C1=CC=C2CN(C(C2=C1)=O)CCOC1CCCC1 6-{5-chloro-2-[(oxan-4-yl)amino]pyrimidin-4-yl}-2-[2-(cyclopentyloxy)ethyl]-2,3-dihydro-1H-isoindol-1-one